C(C=C)(=O)N1CC2(C1)CN(CC2)C2=NC(=NC(=C2C#N)C2=C1C=NNC1=CC=C2C)N2[C@@H](CCC2)CO 4-(2-acryloyl-2,6-diazaspiro[3.4]octan-6-yl)-2-((S)-2-(hydroxymethyl)pyrrolidin-1-yl)-6-(5-methyl-1H-indazol-4-yl)pyrimidin-5-carbonitrile